methyleneamino-4,6-dichloropyrimidine C=NC1=NC(=CC(=N1)Cl)Cl